N-(4-bromo-2-methylphenylethyl)carboxamide BrC1=CC(=C(C=C1)CCNC=O)C